C(C1=CC=CC=C1)(C1=CC=CC=C1)N1CCCCC1 Benzhydryl-piperidine